FC1=C(C(=O)NNC(=O)NC)C(=CC=C1)F [(2,6-difluorobenzoyl)amino]-3-methyl-urea